5-chloro-2-[methyl-(3-methyl-4-piperidyl)amino]phenol ClC=1C=CC(=C(C1)O)N(C1C(CNCC1)C)C